N1C(NC(C2=NC=CN=C12)=O)=O pteridine-2,4-dione